ClC1=CC=NC2=CC(=CC=C12)C1=C(C=C(C=C1)C(=O)N1CCOCC1)F (4-(4-chloroquinolin-7-yl)-3-fluorophenyl)(morpholino)methanone